[C@H]12CN(C[C@H](CC1)N2)C2=NC(=NC1=C(C(=C(C=C21)Cl)C2=C(C=CC=C2F)O)F)OC2CCN(CC2)C 2-(4-((1R,5S)-3,8-diazabicyclo[3.2.1]octan-3-yl)-6-chloro-8-fluoro-2-((1-methylpiperidin-4-yl)oxy)quinazolin-7-yl)-3-fluorophenol